COCCC(C)=O 4-Methoxybutan-2-one